3-(6-bromopyridin-2-yl)-7-methoxy-6-(1-(tetrahydro-2H-pyran-2-yl)-1H-pyrazol-4-yl)imidazo[1,2-b]pyridazine BrC1=CC=CC(=N1)C1=CN=C2N1N=C(C(=C2)OC)C=2C=NN(C2)C2OCCCC2